C(C)C1=CC2=C(CCO[C@@]23C[C@H](N(CC3)CC=3N=NN(C3)CCS(=O)(=O)C)C)S1 (2'R,4S)-2-ethyl-2'-methyl-1'-[[1-(2-methylsulfonylethyl)triazol-4-yl]methyl]spiro[6,7-dihydrothieno[3,2-c]pyran-4,4'-piperidine]